8-bromo-N-[(5-chloro-1H-benzimidazol-2-yl)methyl]-2-methylsulfonyl-pyrazolo[1,5-a][1,3,5]triazin-4-amine BrC=1C=NN2C1N=C(N=C2NCC2=NC1=C(N2)C=CC(=C1)Cl)S(=O)(=O)C